BrC(=O)Br Di-bromoketone